O=C1N(C(C=C(N1)C(F)(F)F)=O)C1=CC=C(C#N)C=C1F 4-[2,6-dioxo-4-(trifluoromethyl)-3,6-dihydropyrimidin-1(2H)-yl]-5-fluorobenzonitrile